rel-N-(1-cyanocyclopropyl)-1-(5-(difluoromethyl)-1,3,4-thiadiazol-2-yl)-4-((2S,6S)-2-(hydroxymethyl)-6-methylmorpholino)-1H-benzo[d]imidazole-6-sulfonamide C(#N)C1(CC1)NS(=O)(=O)C=1C=C(C2=C(N(C=N2)C=2SC(=NN2)C(F)F)C1)N1C[C@H](O[C@H](C1)C)CO |o1:28,30|